1-chloromethyl-benzotriazole ClCN1N=NC2=C1C=CC=C2